NC1=NC=NC=2N(C3=C(C=C(C=C3C21)C=2OC=CC2)C)CC(=O)N2[C@@H]1C[C@@]1(C[C@H]2C(=O)NC2=NC(=CC=C2)Br)C (1R,3S,5R)-2-(2-(4-amino-6-(furan-2-yl)-8-methyl-9H-pyrimido[4,5-b]indol-9-yl)acetyl)-N-(6-bromopyridin-2-yl)-5-methyl-2-azabicyclo[3.1.0]hexane-3-carboxamide